tert-butyl 6-cyano-2-(2-((6,6-dimethyl-2,4-dioxo-3-azabicyclo[3.1.0]hexan-3-yl)methyl)thieno[3,2-b]pyridin-7-yl)-4-methylnicotinate C(#N)C1=NC(=C(C(=O)OC(C)(C)C)C(=C1)C)C1=C2C(=NC=C1)C=C(S2)CN2C(C1C(C1C2=O)(C)C)=O